FC=1C=2C=3C(C(N(C2C(=CC1)[N+](=O)[O-])C)C)=NN(N3)C 9-fluoro-2,4,5-trimethyl-6-nitro-4,5-dihydro-2H-[1,2,3]triazolo[4,5-c]quinoline